3-(2-hydroxy-4-dibutylaminobenzoyl)benzoic acid OC1=C(C(=O)C=2C=C(C(=O)O)C=CC2)C=CC(=C1)N(CCCC)CCCC